CC(CCCNCCCCCCCCCN)C N-(4-methylpentyl)nonane-1,9-diamine